(2S,4R)-2-((tert-butoxycarbonyl)amino)-4-(cyanomethyl)glutaric acid dimethyl ester COC([C@H](C[C@@H](C(=O)OC)CC#N)NC(=O)OC(C)(C)C)=O